ClC=1C(=C(NC=2C3=C(N=CN2)C=NC(=C3)N3[C@@H]2CN([C@H](C3)C2)C(=O)OC(C)(C)C)C=CC1)F tert-butyl (1S,4S)-5-[4-(3-chloro-2-fluoro-anilino)pyrido[3,4-d]pyrimidin-6-yl]-2,5-diazabicyclo[2.2.1]heptane-2-carboxylate